3-(5-Amino-6-(1H-1,2,4-triazol-1-yl)pyrazin-2-yl)-N-(4-hydroxybicyclo[2.1.1]hexan-1-yl)-4-methylbenzenesulfonamide Trifluoroacetate Salt FC(C(=O)O)(F)F.NC=1N=CC(=NC1N1N=CN=C1)C=1C=C(C=CC1C)S(=O)(=O)NC12CCC(C1)(C2)O